CN(C1(CCC2(CN(C(N2)=O)C=2C=C(C=CC2)C)CC1)C1=CC=CC=C1)C cis-8-dimethylamino-3-m-tolyl-8-phenyl-1,3-diazaspiro[4.5]decan-2-one